ClC=1C(=NC(=NC1)N[C@@H]1CNCC(C1)(C)C)C1=CNC2=C(C(=CC=C12)C#N)S(=O)(=O)C 3-[5-chloro-2-[[(3S)-5,5-dimethyl-3-piperidyl]amino]pyrimidin-4-yl]-7-methylsulfonyl-1H-indole-6-carbonitrile